C(#N)C1=C(N(N=C1C1=CC=C(C=C1)NC(\N=C\1/SCC(N1C1=C(C=CC(=C1)C)C(C)C)=O)=O)C)NC(C1=CC=C(C=C1)OC(F)(F)F)=O N-[4-cyano-5-[4-[[(Z)-[3-(2-isopropyl-5-methyl-phenyl)-4-oxo-thiazolidine-2-ylidene]carbamoyl]amino]phenyl]-2-methyl-pyrazol-3-yl]-4-(trifluoromethoxy)benzamide